N-(6-Chloro-4-((3R,4S)-4-hydroxy-3-(pyridin-2-ylmethyl)chroman-7-yl)pyridazin-3-yl)-1,1,1-trifluoromethansulfonamid ClC1=CC(=C(N=N1)NS(=O)(=O)C(F)(F)F)C1=CC=C2[C@H]([C@@H](COC2=C1)CC1=NC=CC=C1)O